1-(3-bromo-5-methylphenyl)ethan-1-one BrC=1C=C(C=C(C1)C)C(C)=O